ClC1=CC(=C(C=C1)C1=CC(=NC(=C1)C1CC1)N1C(C2=C3C(C(=CC=C13)F)=CC(=C2)CN2C[C@H](OCC2)C)=O)C2=NN=CN2C 1-[4-[4-chloro-2-(4-methyl-4H-1,2,4-triazol-3-yl)phenyl]-6-cyclopropylpyridin-2-yl]-6-fluoro-4-[[(2R)-2-methylmorpholin-4-yl]methyl]benzo[cd]indol-2(1H)-one